C(C(=C)C)(=O)OCCCOC(C=C)=O 3-(Acryloyloxy)-propyl methacrylat